C12CCC(CC1)N2S(=O)(=O)NC(=O)C2=C(C(=C(C(=O)OC(C)(C)C)C=C2)F)OC tert-butyl 4-(((7-azabicyclo[2.2.1]heptan-7-yl)sulfonyl)carbamoyl)-2-fluoro-3-methoxybenzoate